FC1(CNCCC12COC1=C2C=CC(=C1)NC1C(NC(CC1)=O)=O)F 3-((3',3'-difluoro-2H-spiro[benzofuran-3,4'-piperidin]-6-yl)amino)piperidine-2,6-dione